5-((1R,2R)-2-(6-(2,4-dioxo-1,2,3,4-tetrahydropyrimidin-5-yl)imidazo[1,2-b]pyridazin-8-yl)cyclopropyl)-2-fluorobenzonitrile O=C1NC=C(C(N1)=O)C=1C=C(C=2N(N1)C=CN2)[C@H]2[C@@H](C2)C=2C=CC(=C(C#N)C2)F